3-Acetyl-5-hydroxy-2-methyl-4H-1-benzopyran-4-one C(C)(=O)C1=C(OC2=C(C1=O)C(=CC=C2)O)C